1-(1-chloroethyl)-2,3-dimethyl-benzene ClC(C)C1=C(C(=CC=C1)C)C